Tert-butyl (2-((2-fluorophenyl)amino)-6-(phenylcarbamoyl)pyridin-4-yl)carbamate FC1=C(C=CC=C1)NC1=NC(=CC(=C1)NC(OC(C)(C)C)=O)C(NC1=CC=CC=C1)=O